FC1=CC2=C(N(C(=N2)C=2C(=NON2)N)CC2=CC=NC=C2)C(=C1)F 4-(5,7-difluoro-1-(pyridin-4-ylmethyl)-benzimidazol-2-yl)-1,2,5-oxadiazol-3-amine